4-(2-aminoethoxy)-L-phenylalanine NCCOC1=CC=C(C[C@H](N)C(=O)O)C=C1